FC=1C=C(C=CC1)N1C(=NN=C1)CN(C=1C2=C(N=C(N1)C1=NC=CC(=C1)OCCO)CCC2)C 2-([2-[4-([[4-(3-fluorophenyl)-1,2,4-triazol-3-yl]methyl](methyl)amino)-5H,6H,7H-cyclopenta[d]pyrimidin-2-yl]pyridin-4-yl]oxy)ethanol